CCC(CC)OOC(CCCCCCC(CCCCCCCCCC)N(C(CCCCN(C)C)=O)OCC\C=C/CCCCCC)=O (Z)-8-(N-(dec-3-en-1-yloxy)-5-(dimethylamino)pentanamido)octadecanoic acid 3-pentyloxy ester